FC1=CC=C(C=C1)C(=O)C1=CNC=2N=C(N=C(C21)NC2CCN(CC2)C(C)C)NC2=CC=C(C=C2)N2CCOCC2 (4-fluorophenyl)(4-((1-isopropylpiperidin-4-yl)amino)-2-((4-morpholinophenyl)amino)-7H-pyrrolo[2,3-d]pyrimidin-5-yl)methanone